(acryloxyethyl)trimethyl-ammonium chloride [Cl-].C(C=C)(=O)OCC[N+](C)(C)C